C1(=CC=CC=C1)CCC (R)-1-phenylpropan